2-decyltetradecyl acrylate C(C=C)(=O)OCC(CCCCCCCCCCCC)CCCCCCCCCC